C(C)(C)(C)C1C=2C(=C(C(NC2C2=NC(=C(C=C2C1)OCCCOC)OC)=O)C(=O)NC)O 5-(tert-butyl)-4-hydroxy-9-methoxy-8-(3-methoxypropoxy)-N-methyl-2-oxo-1,2,5,6-tetrahydro-1,10-phenanthroline-3-carboxamide